C(C)S(=O)(=O)NC1=CC=C(C=C1)C1=NNC(=C1C(=O)N)NC=1C=NN(C1)C 3-(4-(ethylsulfonamido)phenyl)-5-((1-methyl-1H-pyrazol-4-yl)amino)-1H-pyrazole-4-carboxamide